{(S)-14-[(E)-3-(5-Chloro-2-tetrazol-1-yl-phenyl)-acryloylamino]-8,16,18-triaza-tricyclo[13.2.1.02,7]octadeca-1(17),2,4,6,15(18)-pentaen-5-yl}-carbamic acid 2-methoxy-ethyl ester COCCOC(NC1=CC=C2C3=CNC([C@H](CCCCCNC2=C1)NC(\C=C\C1=C(C=CC(=C1)Cl)N1N=NN=C1)=O)=N3)=O